2-(indolin-1-yl)ethanol (2-(2,4,5-trifluoro-3-methoxyphenyl)thiazol-5-yl)methyl-methanesulfonate octadecyl-3,5-di-t-butyl-4-hydroxycinnamate C(CCCCCCCCCCCCCCCCC)C(C(=O)O)=CC1=CC(=C(C(=C1)C(C)(C)C)O)C(C)(C)C.FC1=C(C=C(C(=C1OC)F)F)C=1SC(=CN1)CCS(=O)(=O)O.N1(CCC2=CC=CC=C12)CCO